ClC=1C(=NC=CC1)C(=O)N1CC(CC1)C1=C(C=C(C=C1)C(O)C1=CC=C(C=C1)F)CO (3-chloropyridin-2-yl)(3-(4-((4-fluorophenyl)(hydroxy)methyl)-2-(hydroxymethyl)phenyl)pyrrolidin-1-yl)methanone